FC1=C(C(=O)NC2=CC=CC(=N2)C(=O)C2CC3(CN(C3)C(=O)OC(C)(C)C)C2)C=CC(=C1)F tert-butyl 6-(6-((2,4-difluorobenzoyl) amino) pyridine-2-carbonyl)-2-azaspiro[3.3]heptane-2-carboxylate